ClC=1C=C(C=CC1F)NC(N(C1=CNC(C2=CC=CC=C12)=O)[C@@H](C)C1=CNC(C2=CC=CC=C12)=O)=O (S)-3-(3-chloro-4-fluorophenyl)-1-(1-(1-oxo-1,2-dihydroisoquinolin-4-yl)ethyl)-1-(1-oxo-1,2-dihydroisoquinolin-4-yl)urea